5-(piperidin-4-yloxy)isoindolin N1CCC(CC1)OC=1C=C2CNCC2=CC1